NCC=C1CCN(CC1)C1=NC(=NC=2NC3=C(C=C(C=C3C21)F)NC)OC=2C=NC(=NC2)C 4-(4-(2-Aminoethylidene)piperidin-1-yl)-6-fluoro-N-methyl-2-((2-methylpyrimidin-5-yl)oxy)-9H-pyrimido[4,5-b]indol-8-amine